4-(2,4-difluorophenyl)-N-((1R)-9-methyl-9-azabicyclo[3.3.1]nonan-3-yl)-1H-pyrrole-2-carboxamide FC1=C(C=CC(=C1)F)C=1C=C(NC1)C(=O)NC1C[C@H]2CCCC(C1)N2C